CC(C[C@@H](C(=O)N1CCC(CC1)CC=1N(C=2CCCCC2N1)C)N1C([C@@H](NCC1)CC(C)C)=O)C (S)-1-[(S)-3-Methyl-1-({4-[(1-methyl-1,3-diaza-4,5,6,7-tetrahydro-1H-inden-2-yl)methyl]-1-piperidyl}carbonyl)butyl]-3-isobutyl-2-piperazinone